N-[4-(4-tert-butoxyphenyl)-2-fluorophenyl]-8-oxo-6,7-dihydro-5H-indolizine-5-carboxamide C(C)(C)(C)OC1=CC=C(C=C1)C1=CC(=C(C=C1)NC(=O)C1N2C=CC=C2C(CC1)=O)F